5-Chloro-N-(4-fluoro-3-(2-(isopropylamino)-8-methyl-7-oxo-7,8-dihydropteridin-6-yl)phenyl)-2-methoxypyridine-3-sulfonamide ClC=1C=C(C(=NC1)OC)S(=O)(=O)NC1=CC(=C(C=C1)F)C1=NC=2C=NC(=NC2N(C1=O)C)NC(C)C